[K].C(C)N1CC2CCC(C1)N2S(=O)(=O)NC(NC2=C1CCCC1=CC=1CCCC21)=O 3-Ethyl-N-((1,2,3,5,6,7-hexahydro-s-indacen-4-yl)carbamoyl)-3,8-diazabicyclo[3.2.1]octane-8-sulfonamide, potassium salt